(R)-2-Methyl-6-(2,3,5,6-Tetrafluoro-4'-((2-HydroxyAzolidin-1-yl)Methyl)-[1,1'-Biphenyl]-4-yl)-1H-benzo[d]Imidazol CC1=NC2=C(N1)C=C(C=C2)C2=C(C(=C(C(=C2F)F)C2=CC=C(C=C2)CN2[C@@H](CCC2)O)F)F